(5R,6S,7S)-3a-(4-methyl-3-((2,3-dihydrobenzofuran-5-yl)methyl)phenyl)-5-(hydroxymethyl)-2-methyl-5,6,7,7a-tetrahydro-3aH-pyrano[2,3-d]oxazole-6,7-diol CC1=C(C=C(C=C1)C12N=C(OC1[C@H]([C@@H]([C@H](O2)CO)O)O)C)CC=2C=CC1=C(CCO1)C2